3-((2-(2-cyclopropylpyrimidin-5-yl)-8-methoxy-2,3-dihydrobenzo[b][1,4]dioxin-6-yl)methyl)-3H-imidazo[4,5-b]pyridine C1(CC1)C1=NC=C(C=N1)C1COC2=C(O1)C(=CC(=C2)CN2C=NC=1C2=NC=CC1)OC